C(C)(C)(C)C1CCC(CC1)CC(=O)O 4-tertiary butyl-cyclohexyl-acetic acid